9-chloro-N-[3-[ethyl(phenylmethyl)amino]propyl]-5,6,7,8-tetrahydro-2-acridinecarboxamide ClC=1C=2CCCCC2N=C2C=CC(=CC12)C(=O)NCCCN(CC1=CC=CC=C1)CC